NC1=C(SC2=NC(=CC=C21)C)C(=O)N[C@H]2COC1=C(C2)C(=C(C(=C1)N1C[C@H]([C@@H](C1)OC)N)F)F 3-amino-N-[(3R)-7-[(3R,4R)-3-amino-4-methoxypyrrolidin-1-yl]-5,6-difluoro-3,4-dihydro-2H-1-benzopyran-3-yl]-6-methylthieno[2,3-b]pyridine-2-carboxamide